imidazolecarbonylamino-2,2,6,6-tetramethyl-piperidine N1C(=NC=C1)C(=O)NN1C(CCCC1(C)C)(C)C